C(C)(C)(C)OC(=O)N1CCC(=CC1)C=1C=NC(=CC1)NC(C1=CC(=C(C=C1)C=1CCN(CC1)C(=O)OC(C)(C)C)F)=O 6-[4-(1-tert-butoxycarbonyl-1,2,3,6-tetrahydro-pyridin-4-yl)-3-fluoro-benzoylamino]-3',6'-dihydro-2'H-[3,4']bipyridinyl-1'-carboxylic acid tert-butyl ester